C(#N)CC(=O)N1C[C@@H]([C@@H](CC1)C)NC1=C2C(=NC=C1C(=O)OCC)NC=C2 ethyl 4-(((3R,4R)-1-(2-cyanoacetyl)-4-methylpiperidin-3-yl)amino)-1H-pyrrolo[2,3-b]pyridine-5-carboxylate